tert-butyl (3R)-4-(2-{[(2R,7aS)-2-fluoro-hexahydro-1H-pyrrolizin-7a-yl]methoxy}-7-bromo-6-fluoroquinazolin-4-yl)-3-methylpiperazine-1-carboxylate F[C@@H]1C[C@@]2(CCCN2C1)COC1=NC2=CC(=C(C=C2C(=N1)N1[C@@H](CN(CC1)C(=O)OC(C)(C)C)C)F)Br